tert-butyl (S)-(2-fluoropropyl)carbamate F[C@H](CNC(OC(C)(C)C)=O)C